CC=1SC(=CC1C(=O)NC1=NC(=NS1)CN1CCN(CC1)C)C1=CC(=CC=C1)C#N 2-methyl-5-(3-cyanophenyl)-N-(3-((4-methylpiperazin-1-yl)methyl)-1,2,4-thiadiazol-5-yl)thiophene-3-carboxamide